(3,5-di-tert-butyl-4-hydroxyphenyl)propionic acid isooctyl ester C(CCCCC(C)C)OC(C(C)C1=CC(=C(C(=C1)C(C)(C)C)O)C(C)(C)C)=O